C1CCC2=CC=C3CCCC4=CC=C1C2=C34 1,2,3,6,7,8-hexahydropyrene